N-{3-ethylbicyclo[1.1.1]pentan-1-yl}acetamide C(C)C12CC(C1)(C2)NC(C)=O